C(C1=CC=CC=C1)OC=1C=C(C=CC1)C1=CC=C(C=C1)C(=O)O 3'-(Benzyloxy)[1,1'-biphenyl]-4-carboxylic acid